CC1=CC=C(O1)C=1C=2N(C=CN1)C=C(N2)C(C)C 8-(5-methylfuran-2-yl)-2-propan-2-ylimidazo[1,2-a]pyrazin